O1CCN(CC1)C=1C2=C(N=C(N1)N1N=C(C=C1)C=1C=C(C=CC1)C)C=C(O2)C=2OC=CN2 4-morpholino-2-[3-(m-tolyl)pyrazol-1-yl]-6-oxazol-2-yl-furo[3,2-d]pyrimidine